4'-amino-4-cyanobiphenyl NC1=CC=C(C=C1)C1=CC=C(C=C1)C#N